(RS)-1-(2,4-dichloro-beta-propylphenethyl)-1H-1,2,4-triazole ClC1=C([C@H](CN2N=CN=C2)CCC)C=CC(=C1)Cl |r|